CC1(CN(C1)CCNC(C1=CC(=C(C=C1)C)NC1=NN(C2=NC(=NC=C21)NC=2C=NN(C2)C)C)=O)C N-(2-(3,3-dimethylazetidin-1-yl)ethyl)-4-methyl-3-((1-methyl-6-((1-methyl-1H-pyrazol-4-yl)amino)-1H-pyrazolo[3,4-d]pyrimidin-3-yl)amino)benzamide